4-(4-bromophenyl)-N-(1-(2-ethoxyethyl)-1H-pyrazol-4-yl)thiazol-2-amine BrC1=CC=C(C=C1)C=1N=C(SC1)NC=1C=NN(C1)CCOCC